1-(3,6-dichloropyridazin-4-yl)-2-methylpropan-1-ol ClC=1N=NC(=CC1C(C(C)C)O)Cl